BrC(C(=O)C1=CC=C(C=C1)Br)C(C1=CC=CC=C1)Br 2,3-dibromo-1-(4-bromophenyl)-3-phenylpropan-1-one